5-(4-chlorobenzoyl)indolizine-7-carboxylic acid methyl ester COC(=O)C=1C=C(N2C=CC=C2C1)C(C1=CC=C(C=C1)Cl)=O